The molecule is a 1-acyl-sn-glycero-3-phospho-1D-myo-inositol(1-) in which the 1-acyl group is specified as arachidonoyl. It is a conjugate base of a 1-arachidonoyl-sn-glycero-3-phospho-1D-myo-inositol. CCCCC/C=C\\C/C=C\\C/C=C\\C/C=C\\CCCC(=O)OC[C@H](COP(=O)([O-])OC1[C@@H]([C@H](C([C@H]([C@H]1O)O)O)O)O)O